[2-[[3-(2,6-dioxo-3-piperidyl)-1-methyl-indazol-6-yl]amino]-2-oxo-ethyl]piperazin O=C1NC(CCC1C1=NN(C2=CC(=CC=C12)NC(CN1CCNCC1)=O)C)=O